BrC1=CC=C(C=C1)N1C=C(C(=C1)C1=CC=C(C=C1)F)[C@@H]1OCC(N1CCC1=CC2=C(NC(N2)=O)C=C1)=O (2S)-2-(1-(4-bromophenyl)-4-(4-fluorophenyl)-1H-pyrrol-3-yl)-3-(2-(2-oxo-2,3-dihydro-1H-benzo[d]imidazol-5-yl)ethyl)oxazolidin-4-one